FC(C(=O)O)(F)F.C(C1=CC=CC=C1)N(S(=O)(=O)N)C1CC2(CNC2)C1 N-benzyl-N-(2-azaspiro[3.3]heptane-6-yl)sulfamide trifluoroacetate